CS(=O)(=O)N1N=C(C=C1)C(=O)O 1-(methylsulfonyl)-1H-pyrazole-3-carboxylic acid